N1C=C(C2=CC=CC=C12)C=1NC2=CC=C3C(=C2C(C1C#N)C1=CC=CC=C1)NN=C3 7-(1H-indol-3-yl)-9-phenyl-6,9-dihydro-1H-pyrazolo[3,4-f]Quinoline-8-carbonitrile